FC1=C(C=CC(=C1)F)C1=CC(=NO1)C(=O)NC1(CN(C1)CC(C)C)CC(NC(C)(C)C1=NC=CC=C1)=O 5-(2,4-difluorophenyl)-N-(1-isobutyl-3-(2-oxo-2-((2-(pyridin-2-yl)propan-2-yl)amino)ethyl)azetidin-3-yl)isoxazole-3-carboxamide